2,3,5-trichloropyridine-4-carbaldehyde ClC1=NC=C(C(=C1Cl)C=O)Cl